8-methoxy-3',3'-dimethyl-6-nitrospiro[chromene-2,2'-indole] COC=1C=C(C=C2C=CC3(NC4=CC=CC=C4C3(C)C)OC12)[N+](=O)[O-]